N-benzyloxycarbonyl-(L)-aspartic acid mono-tert-butyl ester C(C)(C)(C)OC([C@@H](NC(=O)OCC1=CC=CC=C1)CC(=O)O)=O